t-butoxy-1-(trimethylsilyloxy)propeneN C(C)(C)(C)OC(=C=C)O[Si](C)(C)C